C(C1=CC=CC=C1)[Se]C(C(=O)C1=CC=CC=C1)[Se]CC1=CC=CC=C1 2,2-Bis(benzylselanyl)-1-phenylethane-1-one